[Cl-].[NH+]1=CC=NC2=CC=CC=C12 quinoxalinium chloride salt